5-bromoisochromane BrC1=C2CCOCC2=CC=C1